ClC=1C=C(C=CC1)[C@@H](CNCCO)NC(=O)C=1N=CN(C1)C1=NC(=NC=C1C)NC1CCOCC1 (S)-N-(1-(3-chlorophenyl)-2-((2-hydroxyethyl)amino)ethyl)-1-(5-methyl-2-((tetrahydro-2H-pyran-4-yl)amino)pyrimidin-4-yl)-1H-imidazole-4-carboxamide